(3S,4R)-tert-butyl 3-fluoro-4-((methylsulfonyl) oxy)piperidine-1-carboxylate F[C@H]1CN(CC[C@H]1OS(=O)(=O)C)C(=O)OC(C)(C)C